ClC=1C=C2C(=C3C4(NC(NC13)=O)CCCCC4)OC(=C2)C(=O)N2CCC(CC2)N2CCOCC2 5'-chloro-2'-[4-(morpholin-4-yl)piperidine-1-carbonyl]-7',8'-dihydro-6'H-spiro[cyclohexane-1,9'-furo[2,3-f]quinazoline]-7'-one